FCI Fluoroiodo-methane